C(C)(C)(C)C1CCC2(OCC(O2)C2OC(C(=C2[O-])O)=O)CC1.[Ca+2].C(C)(C)(C)C1CCC2(OCC(O2)C2OC(C(=C2[O-])O)=O)CC1 calcium 2-(8-(tert-butyl)-1,4-dioxaspiro[4.5]decan-2-yl)-4-hydroxy-5-oxo-2,5-dihydrofuran-3-olate